(3-((methylamino)methyl)-1-(4-(trifluoromethoxy)phenyl)-1H-pyrazolo[3,4-b]pyridin-4-yl)methanol CNCC1=NN(C2=NC=CC(=C21)CO)C2=CC=C(C=C2)OC(F)(F)F